C1CC[N+]2(C1)[C@@H]3CC[C@H]2CC(C3)OC(=O)C(C4=CC=CC=C4)(C5=CC=CC=C5)O.[Cl-] The molecule is an organic chloride salt of trospium. It is an antispasmodic drug used for the treatment of overactive bladder. It has a role as a muscarinic antagonist and an antispasmodic drug. It is an organic chloride salt and a quaternary ammonium salt. It contains a trospium.